((1R,5S)-8-(1-(4-chloro-3-fluorophenyl)-3,3-dimethyl-2,3-dihydro-1H-pyrrolo[3,2-b]pyridine-5-carbonyl)-8-azabicyclo[3.2.1]oct-3-yl)acetic acid ClC1=C(C=C(C=C1)N1CC(C2=NC(=CC=C21)C(=O)N2[C@H]1CC(C[C@@H]2CC1)CC(=O)O)(C)C)F